C(C=C)(=O)N1C[C@@H]2COC3=C(C(N2CC1)=O)C(=NC(=C3Cl)C3=C(C=CC=C3O)F)N3C1(CC1)CCC3 (6aR)-8-acryloyl-4-chloro-3-(2-fluoro-6-hydroxyphenyl)-1-(4-azaspiro[2.4]hept-4-yl)-6,6a,7,8,9,10-hexahydro-12H-pyrazino[2,1-c]pyrido[3,4-f][1,4]oxazepin-12-one